(2S,3S,4R,5R)-5-(6-(benzylamino)-2-ethyl-9H-purin-9-yl)-3,4-dihydroxy-N-methyl-tetrahydrofuran-2-carboxamide C(C1=CC=CC=C1)NC1=C2N=CN(C2=NC(=N1)CC)[C@H]1[C@@H]([C@@H]([C@H](O1)C(=O)NC)O)O